C(C1=CC=CC=C1)N(CC1=CC=CC=C1)CCOCCOC(C(=O)O)C 2-(2-(dibenzylaminoethoxy)ethoxy)propionic acid